P(O)(=O)(OP(=O)(O)OP(=O)(O)O)OC[C@@H]1[C@H]([C@H]([C@@H](O1)N1C=NC=2C(=O)N(C(N)=NC12)C)O)O 1-methylguanosine-5'-triphosphate